Cl.NC(C(=O)N1CCN(CC1)C(=O)NC1=NC(N(C=C1)C1=CC=C(C=C1)CN1C[C@H]([C@@H](CC1)N)OC)=O)(C)C trans-4-(2-Amino-2-methylpropanoyl)-N-(1-(4-((4-amino-3-methoxypiperidin-1-yl)methyl)phenyl)-2-oxo-1,2-dihydropyrimidin-4-yl)piperazine-1-carboxamide hydrochloride salt